(±)-trans-3-(8-chloro-3-(2-cyanocyclopropanecarboxamido)isoquinolin-6-yl)-N,4-dimethylbenzamide ClC=1C=C(C=C2C=C(N=CC12)NC(=O)[C@H]1[C@@H](C1)C#N)C=1C=C(C(=O)NC)C=CC1C |r|